(4-Chloro-6-methyl-2-(methylthio)pyrimidin-5-yl)methanol ClC1=NC(=NC(=C1CO)C)SC